N[C@@H](CCC(=O)N[C@@H](CSC(C(=O)O)CC(=O)O)C(=O)NCC(=O)O)C(=O)O 2-(((R)-2-((S)-4-amino-4-carboxybutanamido)-3-((carboxymethyl)amino)-3-oxopropyl)thio)succinic acid